(1S,2S)-2-fluoro-N-[7-(4-methyl-6-propanoylpyridin-3-yl)-2,6-naphthyridin-3-yl]cyclopropane-1-carboxamide F[C@@H]1[C@@H](C1)C(=O)NC=1N=CC2=CC(=NC=C2C1)C=1C=NC(=CC1C)C(CC)=O